FC(SC=1C=C(C(=O)O)C=CC1SC(F)(F)F)(F)F 3,4-bis(trifluoromethylthio)benzoic acid